1-amidinopyrazole hydrochloride Cl.C(N)(=N)N1N=CC=C1